(1-oxo-5-(((trans)-2-(3-(pyridin-4-yl)azetidin-1-yl)cyclohexyl)oxy)isoindolin-2-yl)-3-azabicyclo[3.1.1]heptane-2,4-dione O=C1N(CC2=CC(=CC=C12)O[C@H]1[C@@H](CCCC1)N1CC(C1)C1=CC=NC=C1)C12C(NC(C(C1)C2)=O)=O